C(C)O[Si](C(C(=O)OCC)C)(OCC)OCC ethyl α-triethoxysilylpropionate